O=C1CC(C2=CC=CC=C12)CC(=O)[O-] 3-oxo-indane-acetate